2-chloro-6-(fluoromethoxy)-4-((1s,3s)-3-methyl-1-(4-methyl-4H-1,2,4-triazol-3-yl)cyclobutyl)pyridine ClC1=NC(=CC(=C1)C1(CC(C1)C)C1=NN=CN1C)OCF